CN(CCN(C1=C(C=C(C(=C1)OC)N)[N+](=O)[O-])C)C N-(2-(dimethyl-amino)ethyl)-5-methoxy-N-methyl-2-nitrobenzene-1,4-diamine